C(C)(C)(C)NC(C(=O)N1CC2(CC2)C[C@H]1C(=O)N[C@@H](C[C@H]1C(NCC1)=O)C(COC(F)(F)F)=O)=O (S)-5-(2-(tert-butylamino)-2-oxoacetyl)-N-((S)-3-oxo-1-((S)-2-oxopyrrolidin-3-yl)-4-(trifluoromethoxy)butan-2-yl)-5-azaspiro[2.4]heptane-6-carboxamide